E-Vitamin C OC=1[C@H](OC(C1O)=O)[C@H](CO)O